methyl ({(7S)-3-(benzyloxy)-7-[(tert-butoxycarbonyl)amino]-1-fluoro-5-methyl-7,8-dihydronaphthalen-2-yl}amino)acetate C(C1=CC=CC=C1)OC=1C(=C(C=2C[C@@H](C=C(C2C1)C)NC(=O)OC(C)(C)C)F)NCC(=O)OC